4-((8-methoxyquinazolin-4-yl)amino)cyclohexane-1-carbaldehyde COC=1C=CC=C2C(=NC=NC12)NC1CCC(CC1)C=O